COC(=O)C12CC(C1)(C2)C=CCCCCCOCC2=CC=CC=C2 3-(7-(benzyloxy)hept-1-en-1-yl)bicyclo[1.1.1]pentane-1-carboxylic acid methyl ester